C(C)N1C[C@@H](C(CC1)N1CC2(C1)CN(C2)CCCCN2C[C@H](C(CC2)N2CCN(CC2)C)C)C 2-((3S)-1-ethyl-3-methylpiperidin-4-yl)-6-(4-((3R)-3-methyl-4-(4-methylpiperazin-1-yl)piperidin-1-yl)butyl)-2,6-diazaspiro[3.3]heptane